ClC=1C=C2C(=NC(=NC2=C(C1C1=C(C=CC=2N(C=NC21)C)C)F)N2CC(C2)N(C)C)N2C[C@H](N(C[C@@H]2C)C(C=C)=O)C 1-((2R,5S)-4-(6-chloro-7-(1,5-dimethyl-1H-benzo[d]imidazol-4-yl)-2-(3-(dimethylamino)azetidin-1-yl)-8-fluoroquinazolin-4-yl)-2,5-dimethylpiperazin-1-yl)prop-2-en-1-one